BrC1=CC=CC=2C(=C(OC21)C)CN(C(OC(C)(C)C)=O)C tert-Butyl ((7-bromo-2-methylbenzofuran-3-yl)methyl)(methyl)carbamate